FC(C(C(F)(F)F)OC(=O)N1CCN(CC1)CC1=C(OC(C(=O)O)(C)C)C=C(C=C1)OC)(F)F 2-(2-((4-(((1,1,1,3,3,3-Hexafluoropropan-2-yl)oxy)carbonyl)piperazin-1-yl)methyl)-5-methoxyphenoxy)-2-methylpropanoic acid